2-[2-[2-[2-[2-[[2-(2,6-dioxo-3-piperidyl)-1,3-dioxo-isoindolin-4-yl]amino]ethoxy]ethoxy]ethoxyethoxy]ethyl]pyrazole-3-carboxamide O=C1NC(CCC1N1C(C2=CC=CC(=C2C1=O)NCCOCCOCCOCCOCCN1N=CC=C1C(=O)N)=O)=O